The molecule is a quinolinemonocarboxylic acid that is quinoline-3-carboxylic acid which is substituted by a 4-methyl-5-oxo-4-(propan-2-yl)-4,5-dihydro-1H-imidazol-2-yl group at position 2. It is a quinolinemonocarboxylic acid, an imidazolone and a monocarboxylic acid. CC(C)C1(C(=O)NC(=N1)C2=NC3=CC=CC=C3C=C2C(=O)O)C